C12(CCC(CC1)CC2)CC(=O)OCCCCCCCCN(CCCCCCCC(=O)OCCC(CCCCC)CCCCC)CCCCO 3-pentyloctyl 8-((8-(2-(bicyclo[2.2.2]octan-1-yl)acetoxy)octyl)(4-hydroxybutyl)amino)octanoate